C(CCC)C1(CS(C2=C(N(C1)C1=CC=C(C=C1)NC(C(C)(C)C)=O)C=C(C(=C2)O/C=C/C(=O)OCC)SC)(=O)=O)CC ethyl (E)-3-((3-butyl-3-ethyl-7-(methylthio)-1,1-dioxido-5-(4-pivalamido-phenyl)-2,3,4,5-tetrahydro-1,5-benzothiazepin-8-yl)oxy)acrylate